16-hydroxy-4,6,8,10,12,14-hexamethylheptadecyl ethoxymethyl ether C(C)OCOCCCC(CC(CC(CC(CC(CC(CC(C)O)C)C)C)C)C)C